N-((S)-1-phenyl-ethyl)-1H-benzo[d]imidazole-7-carboxamide C1(=CC=CC=C1)[C@H](C)NC(=O)C1=CC=CC2=C1NC=N2